lauroylglutamate C(CCCCCCCCCCC)(=O)N[C@@H](CCC(=O)[O-])C(=O)[O-]